methyl (S)-5'-bromo-2'-oxo-1',2',5,7-tetrahydrospiro[cyclopenta[c]pyridine-6,3'-pyrrolo[2,3-b]pyridine]-3-carboxylate BrC=1C=C2C(=NC1)NC([C@]21CC2=C(C=NC(=C2)C(=O)OC)C1)=O